N(=O)C1=CC=C(C2=CC=CC=C12)N=O 1,4-dinitrosonaphthalene